C1(CCCCCCC1)OC(C)OC(=O)C1C2C=CC(C1)C2=O 5-(1-(1-cyclooctyloxy)ethoxycarbonyl)-7-oxo-bicyclo[2.2.1]Hept-2-ene